CN1N=C(C(C1=O)(NOCC=1OC(OC1C)=O)C)C1=CC=CC=C1 1,4-dimethyl-4-{[(5-methyl-2-oxo-2H-1,3-dioxol-4-yl)methoxy]amino}-3-phenyl-4,5-dihydro-1H-pyrazol-5-one